C(C(C)C)(=O)OC(C(=O)OCC(CC)C)(C)C 2-methylbutyl α-isobutyryloxyisobutyrate